(1R,4R,6S)-4-((tert-butyldimethylsilyl)oxy)-1-methyl-7-oxabicyclo[4.1.0]heptane [Si](C)(C)(C(C)(C)C)O[C@@H]1CC[C@]2(O[C@H]2C1)C